O1CCN(CC1)C1=CC=C(C=N1)NC1=C(C=CC=C1)[N+](=O)[O-] 6-morpholino-N-(2-nitrophenyl)pyridin-3-amine